trans-4-(4-(4-methoxyphenyl)piperidin-1-yl)-1-methylcyclohexane COC1=CC=C(C=C1)C1CCN(CC1)[C@@H]1CC[C@H](CC1)C